NC=1C(=NON1)C1=NC2=C(N1CC=1C=NC(=NC1)C#N)C=CC=C2F 5-[[2-(4-amino-1,2,5-oxadiazol-3-yl)-4-fluoro-benzoimidazol-1-yl]methyl]pyrimidine-2-carbonitrile